3-(4-(trifluoromethyl)phenyl)-1-oxa-7-azaspiro[4.4]non-3-ene 2,2,2-trifluoroacetate FC(C(=O)O)(F)F.FC(C1=CC=C(C=C1)C=1COC2(C1)CNCC2)(F)F